OCC1CCC(CC1)N1N=C2C=C(C(=CC2=C1)N1C(C=CC=C1C)C(=O)N)OC 1-N-[2-[4-(hydroxymethyl)cyclohexyl]-6-methoxy-indazol-5-yl]-6-methyl-pyridine-2-carboxamide